7-(Cyclopenten-1-yl)-N-[4-[(6,7-dimethoxy-1,5-naphthyridin-4-yl)oxy]-3-fluorophenyl]-8-oxo-3,4-dihydro-1H-pyrido[2,1-c][1,4]oxazine-9-carboxamide C1(=CCCC1)C=1C(C(=C2COCCN2C1)C(=O)NC1=CC(=C(C=C1)OC1=CC=NC2=CC(=C(N=C12)OC)OC)F)=O